ClC=1N=C(SC1)C=1N=NN(C1)[C@@H]1[C@H]([C@@H](SC=2C(=NC=C(C2)Cl)C2=NC=CC=C2)O[C@@H]([C@@H]1O)CO)OC 5-Chloro-2-(pyridin-2-yl)pyridin-3-yl 3-[4-(4-chlorothiazol-2-yl)-1H-1,2,3-triazol-1-yl]-3-deoxy-2-O-methyl-1-thio-α-D-galactopyranoside